ClC(C(=O)O)(Cl)Cl 2,2,2-trichloroacetic acid